amyl-furandicarboxylic acid C(CCCC)C=1C(=C(OC1)C(=O)O)C(=O)O